ClC=1C=C(C=CC1O)C1=CC=C2CCC(C2=C1)=O (2Z)-6-(3-chloro-4-hydroxy-phenyl)-2,3-dihydro-1H-inden-1-one